FC(C(=O)O)(F)F.O1CC(C1)OC1=NC(=NC=C1C(F)(F)F)N[C@H]1CNCCC1 (R)-4-(oxetan-3-yloxy)-N-(piperidin-3-yl)-5-(trifluoromethyl)pyrimidin-2-amine trifluoroacetate